(R)-N-(1-(6,7-difluoro-4-oxo-3,4-dihydrophthalazin-1-yl)ethyl)-N,1-dimethyl-1H-indole-6-carboxamide FC=1C=C2C(NN=C(C2=CC1F)[C@@H](C)N(C(=O)C1=CC=C2C=CN(C2=C1)C)C)=O